2-amino-7-(diethylamino)-3H-benzoxazine NN1OC2=C(CC1)C=CC(=C2)N(CC)CC